N,N-dibutyl-3,3'-diaminobenzidine C(CCC)N(C1=C(C=C(C=C1)C1=CC(=C(N)C=C1)N)N)CCCC